N1=CC=CC2=CC(=CC=C12)CC(=O)N1CCC(CCC1)N1C(NC2=C1C(=CC=C2)C(F)(F)F)=O 1-(1-(2-(quinolin-6-yl)acetyl)azepan-4-yl)-7-(trifluoromethyl)-1,3-dihydro-2H-benzo[d]imidazol-2-one